sodium 3-(6-methylpyridin-3-yl)tetrahydrofuran-3-carboxylate CC1=CC=C(C=N1)C1(COCC1)C(=O)[O-].[Na+]